(1-(3,5-difluoro-4-methoxybenzyl)-1H-1,2,3-triazol-4-yl)methylamine FC=1C=C(CN2N=NC(=C2)CN)C=C(C1OC)F